tetracosaoxa-2-azaheptaheptacontan-77-oic acid ONOOOOOOOOOOOOOOOOOOOOOOOCCCCCCCCCCCCCCCCCCCCCCCCCCCCCCCCCCCCCCCCCCCCCCCCCCCC(=O)O